C[NH+]1C(=CC2=CC=CC=C12)C 1,2-dimethylindolium